1,2-bis(toluenesulfonyloxy)ethane C(C1=CC=CC=C1)S(=O)(=O)OCCOS(=O)(=O)CC1=CC=CC=C1